OCC=1C=CC(=C(C#N)C1)OC1=CC(=CC=C1)C(F)(F)F 5-(hydroxymethyl)-2-(3-(trifluoromethyl)phenoxy)benzonitrile